(E)-5-Nitrobenzaldoxime [N+](=O)([O-])C=1C=CC=C(\C=N\O)C1